2-(tert-butoxycarbonyl)-1,2,3,4-tetrahydroisoquinoline-5-carboxylic acid C(C)(C)(C)OC(=O)N1CC=2C=CC=C(C2CC1)C(=O)O